C(C)(C)(C)OC(=O)N1C[C@H](OC[C@@H](C1)OCC)C(=O)O (2S,6R)-4-(tert-butoxycarbonyl)-6-ethoxy-1,4-oxazepane-2-carboxylic acid